2-[6-[3-(Difluoromethyl)-4-fluoro-phenyl]pyrazolo[4,3-b]pyridin-1-yl]-1-[3-fluoro-3-(methoxymethyl)azetidin-1-yl]ethanone FC(C=1C=C(C=CC1F)C=1C=C2C(=NC1)C=NN2CC(=O)N2CC(C2)(COC)F)F